5-(2-acetoxyphenyl)tetrazole C(C)(=O)OC1=C(C=CC=C1)C1=NN=NN1